N-(1-((2-(3-Azabicyclo[3.1.0]hexan-3-yl)pyrimidin-5-yl)methyl)-1H-pyrazol-4-yl)-6-(3-chloro-6-(difluoromethyl)-2-fluorophenyl)pyrazine-2-carboxamide C12CN(CC2C1)C1=NC=C(C=N1)CN1N=CC(=C1)NC(=O)C1=NC(=CN=C1)C1=C(C(=CC=C1C(F)F)Cl)F